N-(4,4-difluorocyclohexyl)-5-(trans-2-(tetrahydro-2H-pyran-4-ylamino)cyclopropyl)thiophene-3-carboxamide Hydrochloride Cl.FC1(CCC(CC1)NC(=O)C1=CSC(=C1)[C@H]1[C@@H](C1)NC1CCOCC1)F